3-aminopropyl-tris[2-(2-methoxyethoxy)ethoxy]silane NCCC[Si](OCCOCCOC)(OCCOCCOC)OCCOCCOC